Trimethyl-(2-methyl-cyclohex-1-enyloxy)-silane C[Si](OC1=C(CCCC1)C)(C)C